S1C2=C(CC1)C=CC=C2 2,3-dihydrobenzo[b]thiophene